C(=O)C1=CC=C(C=N1)OCCN(C(OC(C)(C)C)=O)C tert-butyl (2-((6-formylpyridin-3-yl)oxy)ethyl)(methyl)carbamate